3-isocyanato-2,4-dimethyl-thiophene N(=C=O)C1=C(SC=C1C)C